2-((2-chloro-5-cyano-3-((2S)-4-(3-fluoro-2-hydroxypropyl)-2-methylpiperazin-1-yl)phenyl)amino)-4-(cyclopropylamino)pyrazolo[1,5-a][1,3,5]triazine-8-carbonitrile ClC1=C(C=C(C=C1N1[C@H](CN(CC1)CC(CF)O)C)C#N)NC1=NC=2N(C(=N1)NC1CC1)N=CC2C#N